ethyl (R,E)-2-((1-(4-(dimethylamino)but-2-enoyl)pyrrolidin-3-yl)oxy)acetate CN(C/C=C/C(=O)N1C[C@@H](CC1)OCC(=O)OCC)C